ethyl (Z)-4-((4-chloro-3-fluorophenyl) (methyl) amino)-4-oxobut-2-enoate ClC1=C(C=C(C=C1)N(C(\C=C/C(=O)OCC)=O)C)F